ClC=1C=C(C=CC1F)NC(=O)[C@@H]1CN(CC1)C(=O)C=1NC=CN1 (S)-N-(3-chloro-4-fluorophenyl)-1-(1H-imidazole-2-carbonyl)pyrrolidine-3-carboxamide